[Sn].[Zr].[Al].[Ti].[Mg].[Cu] copper magnesium titanium aluminum zirconium tin